CC1=C(OC2=C(C=C(C=C2C1=O)C)[C@@H](C)NC1=C(C(=O)O)C=CC=C1)C1=CC(=CC=C1)C=1C=NNC1 2-[[(1R)-1-[3,6-Dimethyl-4-oxo-2-[3-(1H-pyrazol-4-yl)phenyl]chromen-8-yl]ethyl]amino]benzoic acid